(2S)-3-methyl-2-{methyl-[3-(prop-2-enoyl)-1-oxa-3,7-diazaspiro[4.4]nonan-7-yl]carbonylamino}butanoic acid methyl ester COC([C@H](C(C)C)N(C(=O)N1CC2(CN(CO2)C(C=C)=O)CC1)C)=O